4-bromo-N1-(3,3-difluorocyclobutyl)benzene-1,2-diamine BrC=1C=C(C(=CC1)NC1CC(C1)(F)F)N